(2S,5S)-9-chloro-2,3,4,5-tetrahydro-2,5-methanobenzo[f][1,4]oxazepine ClC1=CC=CC=2[C@H]3NC[C@@H](OC21)C3